FC=1C=C(C=CC1)C=1N=NN(C1)[C@@H]1[C@H]([C@@H](O[C@H]2[C@@H]1OC(OC2)C2=CC=CC=C2)C(=O)N2CC(N(CC2)C2=CC=C(C=C2)O)CO)O ((4aR,6R,7R,8R,8aR)-8-(4-(3-fluorophenyl)-1H-1,2,3-triazol-1-yl)-7-hydroxy-2-phenylhexahydropyrano[3,2-d][1,3]dioxin-6-yl)(3-(hydroxymethyl)-4-(4-hydroxyphenyl)piperazin-1-yl)methanone